FC1=C(C#N)C=C(C(=C1)O)I 2-fluoro-4-hydroxy-5-iodobenzonitrile